N-{(2S)-4-chloro-3-oxo-1-[(3S)-2-oxopyrrolidin-3-yl]butan-2-yl}-L-leucinamide hydrogen chloride salt Cl.ClCC([C@H](C[C@H]1C(NCC1)=O)NC([C@@H](N)CC(C)C)=O)=O